CC1=C(C=CC(=C1)C)N=NC1=C(C=CC2=CC=CC=C12)O 1-(2,4-dimethylphenylazo)-2-naphthol